2-methylsulfanyl-benzofuran-6-carboxylic acid CSC=1OC2=C(C1)C=CC(=C2)C(=O)O